C(C)OC(C(C(=O)C1=NC=CC=C1C)Br)=O.CS(=O)(=O)C1=CC=C(OC[C@H]2OC2)C=C1 (S)-2-((4-(methylsulfonyl)phenoxy)methyl)oxirane ethyl-2-bromo-3-(3-methylpyridin-2-yl)-3-oxopropanoate